CC1=CC(=NC=C1C=O)OCCN1CCN(CC1)C 4-Methyl-6-(2-(4-methylpiperazin-1-yl)ethoxy)nicotinaldehyde